hydroxy-5-methylflavanone OC1(OC2=CC=CC(=C2C(C1)=O)C)C1=CC=CC=C1